4-[(E)-3-[3-[[1-(1-Ethoxyethyl)benzimidazol-2-yl]methoxy]phenyl]prop-2-enoyl]-3-hydroxybenzoic acid C(C)OC(C)N1C(=NC2=C1C=CC=C2)COC=2C=C(C=CC2)/C=C/C(=O)C2=C(C=C(C(=O)O)C=C2)O